tert-butyl ((3R,4R,6S)-6-((S)-1-(4-fluorophenyl)-1,2,3,4-tetrahydroisoquinoline-2-carbonyl)-4-methyltetrahydro-2H-pyran-3-yl)carbamate FC1=CC=C(C=C1)[C@@H]1N(CCC2=CC=CC=C12)C(=O)[C@@H]1C[C@H]([C@H](CO1)NC(OC(C)(C)C)=O)C